[B].[Fe].[Li] lithium-iron-boron